(1-(2,4,6-trimethylanilino)ethyl)-6-(1-(2,4-bis-benzhydryl-6-cyclooctylanilino)ethyl)pyridinium cobalt chloride [Co](Cl)Cl.CC1=C(NC(C)[N+]2=CC=CC=C2C(C)NC2=C(C=C(C=C2C2CCCCCCC2)C(C2=CC=CC=C2)C2=CC=CC=C2)C(C2=CC=CC=C2)C2=CC=CC=C2)C(=CC(=C1)C)C